isononyl 3-methylbutyl peroxide CC(CCOOCCCCCCC(C)C)C